O=C(CCCCCCCC(=O)O)CCCCCCCC(=O)O 9-oxoheptadecanedioic acid